C1(CCCCC1)ON1C(CC(CC1(C)C)OC(CCCCC(=O)OC1CC(N(C(C1)(C)C)OC1CCCCC1)(C)C)=O)(C)C bis(1-cyclohexyloxy-2,2,6,6-tetramethylpiperidin-4-yl)adipate